N-[2-(1H-imidazol-4-yl)ethyl]-2-methylbutanamide N1C=NC(=C1)CCNC(C(CC)C)=O